(1-indenyl)-2-indanol C1(C=CC2=CC=CC=C12)C1C(CC2=CC=CC=C12)O